racemic-(3,4-dimethoxyphenyl)(pyridin-2-yl)methanol COC=1C=C(C=CC1OC)[C@@H](O)C1=NC=CC=C1 |r|